O1C2=C(OCC1)C=C(C=C2)[C@H]([C@@H](CN2CCCC2)NC(=O)C2CN(CC2)C2=CC=C1CCN(CC1=C2)C)O N-((1R,2R)-1-(2,3-dihydrobenzo[b][1,4]dioxin-6-yl)-1-hydroxy-3-(pyrrolidin-1-yl)propan-2-yl)-1-(2-methyl-1,2,3,4-tetrahydroisoquinolin-7-yl)pyrrolidine-3-carboxamide